(s)-linalyl acetate C(C)(=O)O[C@](C)(C=C)CCC=C(C)C